3,5-difluoro-4-trifluoromethoxyphenol FC=1C=C(C=C(C1OC(F)(F)F)F)O